2-[(2S)-4-[2-[[(2S)-1-methylpyrrolidin-2-yl]methoxy]-7-(1-naphthyl)-6,8-dihydro-5H-pyrido[3,4-d]pyrimidin-4-yl]piperazin-2-yl]acetonitrile CN1[C@@H](CCC1)COC=1N=C(C2=C(N1)CN(CC2)C2=CC=CC1=CC=CC=C21)N2C[C@@H](NCC2)CC#N